6-(3,4-dihydro-2H-benzo[b][1,4]dioxepin-7-yl)-2-(2-(4-fluorophenoxy)ethyl)pyridazin-3(2H)-one O1C2=C(OCCC1)C=C(C=C2)C=2C=CC(N(N2)CCOC2=CC=C(C=C2)F)=O